CC=1C(=C(NC1)C=C1C(NC2=CC=CC=C12)=O)CCC(=O)O 3-[4-Methyl-2-[(2-oxo-1H-indol-3-ylidene)methyl]-1H-pyrrol-3-yl]propanoic acid